OC(CN(C(OC(C)(C)C)=O)C)C tert-butyl (2-hydroxypropyl)methylcarbamate